4-[3-[6-(1,1-Dioxo-1,4-thiazinan-4-yl)-3-pyridyl]azetidin-1-yl]-[3-(1H-1,2,4-triazol-5-yl)pyrrolidin-1-yl]methanone O=S1(CCN(CC1)C1=CC=C(C=N1)C1CN(C1)C1C(CN(C1)C=O)C1=NC=NN1)=O